Benzyl (7R,4S,6R)-6-phenyl-3-(2-phenylacetyl)-2-oxa-3,5-diazabicyclo[2.2.2]oct-7-ene-5-carboxylate C1(=CC=CC=C1)[C@H]1N([C@H]2N(OC1C=C2)C(CC2=CC=CC=C2)=O)C(=O)OCC2=CC=CC=C2